P(=O)([O-])([O-])[O-].[Na+].[Na+].[Na+] sodium ortho-phosphate